COC(C1=C(C(=CC=C1)OCC1=CC=C(C=C1)CBr)[N+](=O)[O-])=O ((4-(bromomethyl)benzyl)oxy)-2-nitrobenzoic acid methyl ester